[N+](=O)([O-])C1=CC=C(C=N1)N1CCC(CC1)C(=O)C1=CC=C(C=C1)COC1OCCCC1 (1-(6-nitropyridin-3-yl)piperidin-4-yl)(4-(((tetrahydro-2H-pyran-2-yl)oxy)methyl)phenyl)methanone